4-(furo[3,2-c]pyridin-4-yl)benzamide O1C=CC=2C(=NC=CC21)C2=CC=C(C(=O)N)C=C2